4-(6-(1H-imidazol-1-yl)pyridinamido)piperidine-1-carboxylic acid methyl ester COC(=O)N1CCC(CC1)NC(=O)C1=NC(=CC=C1)N1C=NC=C1